C1(CC1)C=1C=NC=C(C1)OCOCC 3-cyclopropyl-5-(ethoxymethoxy)pyridine